Tert-butyl 6-(4-(3-(2-hydroxyphenyl)-5-methyl-7,8-dihydro-5H-pyrido[3',4':4,5]pyrrolo[2,3-c]pyridazin-6(9H)-yl)-[1,4'-bipiperidin]-1'-yl)-2-azaspiro[3.3]heptane-2-carboxylate OC1=C(C=CC=C1)C1=CC2=C(N=N1)NC1=C2C(N(CC1)C1CCN(CC1)C1CCN(CC1)C1CC2(CN(C2)C(=O)OC(C)(C)C)C1)C